C(C)(SC1CC(OCC1)(C)C)=O S-(2,2-Dimethyltetrahydro-2H-pyran-4-yl) ethanethioate